BrC=1C=C(C=CC1)C1=NNC(O1)=O 5-(3-bromophenyl)-3H-1,3,4-oxadiazol-2-one